racemic-(4S,4R)-4-(4-cyano-2-methoxyphenyl)-5-ethoxy-2,8-dimethyl-1,4-dihydro-1,6-naphthyridine-3-carboxamide C(#N)C1=CC(=C(C=C1)[C@@H]1C(=C(NC2=C(C=NC(=C12)OCC)C)C)C(=O)N)OC |r|